C(C)(C)OC1=CC=NN1C 5-isopropoxy-1-methyl-1H-pyrazole